((S)-2-(((2R,3S,4R,5R)-5-(6-chloro-4-(cyclobutylamino)-1H-pyrazolo[3,4-d]pyrimidin-1-yl)-3,4-dihydroxytetrahydrofuran-2-yl)methoxy)-1-hydroxypropan-2-yl)phosphonic acid ClC1=NC(=C2C(=N1)N(N=C2)[C@H]2[C@@H]([C@@H]([C@H](O2)CO[C@@](CO)(C)P(O)(O)=O)O)O)NC2CCC2